C(C)(C)(C)OC(=O)N1C[C@@H]2N(CC1)CCNC2 |r| rac-tert-butyl-octa-hydro-2H-pyrazino[1,2-a]pyrazine-2-carboxylate